N-(2-indolylethyl)-2-(methylamino)benzamide N1C(=CC2=CC=CC=C12)CCNC(C1=C(C=CC=C1)NC)=O